C(C)N(C1=C(C(=NC=N1)NC[C@]1([C@@H](CN(CC1)CC(=O)N)O)O)F)CC1=C(C=C(C=C1)C(F)(F)F)F |o1:11,12| rel-2-((3R,4R)-4-(((6-(ethyl(2-fluoro-4-(trifluoromethyl)benzyl)amino)-5-fluoropyrimidin-4-yl)amino)methyl)-3,4-dihydroxypiperidin-1-yl)acetamide